C1(CC1)C1=CC(=NN1)NC1=NC(=NC=C1)N(C1CCC(CC1)NC(=O)C=1C=C2C=NN(C2=CC1)C)C N-((1R,4R)-4-((4-((5-cyclopropyl-1H-pyrazol-3-yl)amino)pyrimidin-2-yl)(methyl)amino)cyclohexyl)-1-methyl-1H-indazole-5-carboxamide